[Cl-].C1(=CC=CC=C1)C1=C(C(=CC=C1)C1=CC=CC=C1)N1C=[N+](C2=C1C=CC=C2)C=2C=C(C=C(C2)OC2=CC=1N(C3=CC=CC=C3C1C=C2)C2=NC=CC(=C2)C(C)(C)C)C2=C(C=CC=C2C(C)C)C(C)C 1-([1,1':3',1''-terphenyl]-2'-yl)-3-(5-((9-(4-(tert-butyl)pyridin-2-yl)-9H-carbazol-2-yl)oxy)-2',6'-diisopropyl-[1,1'-biphenyl]-3-yl)-1H-benzo[d]imidazol-3-ium chloride